COC1=NC=CC(=C1)C(CC1=NN=CN1C)C 2-methoxy-4-(1-(4-methyl-4H-1,2,4-triazol-3-yl)propan-2-yl)pyridine